tert-butyl 4-(6-cyclopropyl-2-((1,3-dioxoisoindolin-2-yl)methyl)imidazo[1,2-a]pyridin-8-yl)-4-fluoropiperidine-1-carboxylate C1(CC1)C=1C=C(C=2N(C1)C=C(N2)CN2C(C1=CC=CC=C1C2=O)=O)C2(CCN(CC2)C(=O)OC(C)(C)C)F